(1S,2S)-2-(1H-Benzo[d]imidazol-2-yl)-N-(2-oxo-1-(4-(trifluoromethyl)phenyl)pyrrolidin-3-yl)cyclopropane-1-carboxamide N1C(=NC2=C1C=CC=C2)[C@@H]2[C@H](C2)C(=O)NC2C(N(CC2)C2=CC=C(C=C2)C(F)(F)F)=O